BrC=1C(=NC(=CC1)OC)C(F)F 3-bromo-2-(difluoromethyl)-6-methoxypyridine